C12COCC(CC1)N2C(=O)C2=CC=C(C(=O)N)C=C2 4-({3-oxa-8-azabicyclo[3.2.1]octan-8-yl}carbonyl)benzamide